COC1=C(NC(=O)OC(C)(C)C)C=C(C=C1)OC 2,5-dimethoxy-N-Bocaniline